O-(3-(4-chloropyrimidin-2-yl) tetrahydrofuran-3-yl) S-methyldithiocarbonate C[SH-]C(OC1(COCC1)C1=NC=CC(=N1)Cl)=S